C(C)NC(=O)C=1C=NC(=CC1)NC1=NN2C(C=C(C=C2)C2=CC(=NC=C2OC2C[C@@H]3COC[C@H](C2)N3)C)=C1 N-ethyl-6-[[5-[2-methyl-5-[[(1S,5R,7s)-3-oxa-9-azabicyclo[3.3.1]nonan-7-yl]oxy]-4-pyridyl]pyrazolo[1,5-a]pyridin-2-yl]amino]pyridine-3-carboxamide